O=S1(NC2(CN(C2)C(=O)N2CC3(C2)CC(C3)CC=3C=NN(C3)C(F)(F)F)CC1)=O (6,6-dioxo-6lambda6-thia-2,5-diazaspiro[3.4]octan-2-yl)-[6-[[1-(trifluoromethyl)pyrazol-4-yl]methyl]-2-azaspiro[3.3]heptan-2-yl]methanone